3-benzyl-1,7-naphthyridin-2(1H)-one C(C1=CC=CC=C1)C=1C(NC2=CN=CC=C2C1)=O